(E)-3-(2-(4-((4-chlorophenyl)sulfonamido)piperidin-1-yl)phenyl)-N-hydroxyacrylamide ClC1=CC=C(C=C1)S(=O)(=O)NC1CCN(CC1)C1=C(C=CC=C1)/C=C/C(=O)NO